C(C)(C)(C)OC(=O)NC1=C(C=CC(=N1)N1N=CC(=C1C(F)(F)F)C(=O)OCC)F Ethyl 1-(6-((tert-butoxycarbonyl) amino)-5-fluoropyridin-2-yl)-5-(trifluoromethyl)-1H-pyrazole-4-carboxylate